3-(1-methyl-4,5-dihydro-1H-pyrrol-3-yl)pyridine hydrochloride Cl.CN1C=C(CC1)C=1C=NC=CC1